C(C)OC(CC1=C(C=C(C=C1)C)O[C@@H]1CCC2=CC=C(C=C12)C1=C2C=CN=C(C2=CC=C1)N)=O (R)-2-(2-((6-(1-aminoisoquinolin-5-yl)-2,3-dihydro-1H-inden-1-yl)oxy)-4-methylphenyl)acetic acid ethyl ester